dichlorophenylimidazolidine ClC1(N(CCN1)C1=CC=CC=C1)Cl